N1=CC(=C2N1C=CN=C2)C(=O)C2=C(C1=C(CNCC1)S2)C(=O)N (pyrazolo[1,5-a]pyrazine-3-carbonyl)-4,5,6,7-tetrahydrothieno[2,3-c]pyridine-3-carboxamide